(E)-4-(2-ethoxyvinyl)-7-methoxy-2,3-dihydro-1H-inden-1-one C(C)O/C=C/C1=C2CCC(C2=C(C=C1)OC)=O